6-Bromo-3-cyclopropyl-4-fluoro-3H-imidazo[4,5-c]pyridine BrC1=CC2=C(C(=N1)F)N(C=N2)C2CC2